C(C)(C)C=1N(C(N(C1)[Si](C)(C)C)=S)[Si](C)(C)C 4-isopropyl-1,3-bis(trimethylsilyl)-imidazole-2-thione